D-α-Methyl-3,4-dihydroxyphenylalanine C[C@](N)(CC1=CC(=C(C=C1)O)O)C(=O)O